tert-butyl (1S,2R,5R)-3-trityl-2-vinyl-3,8-diazabicyclo[3.2.1]octane-8-carboxylate C(C1=CC=CC=C1)(C1=CC=CC=C1)(C1=CC=CC=C1)N1[C@@H]([C@@H]2CC[C@H](C1)N2C(=O)OC(C)(C)C)C=C